N-(4-(2,4-difluorophenoxy)-3-(6-methyl-2,3-dihydro-1H-pyrrolo[2,3-b]pyridin-4-yl)phenyl)ethanesulfonamide FC1=C(OC2=C(C=C(C=C2)NS(=O)(=O)CC)C2=C3C(=NC(=C2)C)NCC3)C=CC(=C1)F